OC(=O)C(F)(F)F.COC=1C=C(C=C(C1OC1CCNCC1)OC)C1=CN(C(C2=CN=CC=C12)=O)C 4-(3,5-dimethoxy-4-(piperidin-4-yloxy)phenyl)-2-methyl-2,7-naphthyridin-1(2H)-one TFA salt